C(#N)C1=CC=2N(C=C1)N=C(C2C2CCC2)NC(CC2(CC2)C(F)(F)F)=O N-(5-cyano-3-cyclobutylpyrazolo[1,5-a]pyridin-2-yl)-2-(1-(trifluoromethyl)cyclopropyl)acetamide